C(C)(C)C=1C(=NNC1C=1C=C(C=2N(C1)N=CN2)C)C2=CC=C(C=C2)C2(CC2)N 1-(4-(4-isopropyl-5-(8-methyl-[1,2,4]triazolo[1,5-a]pyridin-6-yl)-1H-pyrazol-3-yl)phenyl)cyclopropan-1-amine